FC=1C=CC=2N(C(C=C(N2)C2=CC(=C(C=C2)OC)OC(F)(F)F)=O)C1 7-fluoro-2-(4-methoxy-3-(trifluoromethoxy)phenyl)-4H-pyrido[1,2-a]pyrimidin-4-one